hexadecyl fluorooctyl-ethyl ether FCCCCCCCCC(C)OCCCCCCCCCCCCCCCC